FC=1C=CC2=C(NC(=NS2(=O)=O)NCC2=NC=CC=C2F)C1CCC1=CC=CC=C1 6-fluoro-3-(((3-fluoropyridin-2-yl)methyl)amino)-5-phenethyl-4H-benzo[e][1,2,4]thiadiazine 1,1-dioxide